COC1=CC2=C(OC[C@@H]3N2CC[C@@H](C3)N3CCN(CC3)C)C=C1N (6aR,8S)-2-methoxy-8-(4-methylpiperazin-1-yl)-6,6a,7,8,9,10-hexahydrobenzo[b]pyrido[1,2-d][1,4]oxazin-3-amine